C1(CC1)OC(C1=NN=C2N1C=C(N=C2)C=2C=NC(=CC2)O[C@H](C(F)(F)F)C)(F)F (S)-3-(cyclopropyloxydifluoromethyl)-6-(6-((1,1,1-trifluoropropan-2-yl)oxy)pyridin-3-yl)-[1,2,4]triazolo[4,3-a]pyrazine